ClC1=CC(=C(C=C1)NC1=NC(=NC=C1C(F)(F)F)N[C@@H]1CNCCC1)P(=O)(C)C N4-[4-chloro-2-(dimethylphosphoryl)phenyl]-N2-[(3S)-piperidin-3-yl]-5-(trifluoromethyl)pyrimidin-2,4-diamine